OC1=C(C=CC(=C1)OC(CCCCC)CCC)N1N=C2C(=N1)C=CC=C2 2-[2'-hydroxy-4'-(1''-propylhexyl)oxyphenyl]benzotriazole